ClC=1C=C(C(=NC1)[C@@H](C)OC=1C(=NC=C(C1)B1OC(C(O1)(C)C)(C)C)N)F |r| (rac)-3-[1-(5-chloro-3-fluoropyridin-2-yl)ethoxy]-5-(4,4,5,5-tetramethyl-1,3,2-dioxaborolan-2-yl)pyridin-2-amine